(9Z,12Z)-octadeca-9,12-dien-1-yl 3-((4-((2-(dimethylamino)ethyl)amino)-3-(2-hexyldecanamido)-4-oxobutyl)thio)propanoate CN(CCNC(C(CCSCCC(=O)OCCCCCCCC\C=C/C\C=C/CCCCC)NC(C(CCCCCCCC)CCCCCC)=O)=O)C